6-(azetidin-1-yl)-N-(4-(6-((2-methylpyridin-4-yl)amino)-3H-imidazo[4,5-b]pyridin-2-yl)phenyl)quinolin-4-amine N1(CCC1)C=1C=C2C(=CC=NC2=CC1)NC1=CC=C(C=C1)C1=NC=2C(=NC=C(C2)NC2=CC(=NC=C2)C)N1